4-but-2-ynyloxy-6-(3,5-dimethyl-piperidin-1-yl)-2-fluoro-pyrimidine C(C#CC)OC1=NC(=NC(=C1)N1CC(CC(C1)C)C)F